BrC1=CC=C(C=C1)C=1C(=NC(=NC1)NC=1C=NN(C1)C)NC=1C=C(C=CC1F)NC(C=C([2H])[2H])=O N-(3-((5-(4-bromophenyl)-2-((1-methyl-1H-pyrazol-4-yl)amino)pyrimidin-4-yl)amino)-4-fluorophenyl)acrylamide-3,3-d2